C(C)(=O)O.C(C)(=O)O.[N+](=O)([O-])C1=C(C=O)OC=C1 nitrofurfural diacetate